2-(6-amino-4-(2-(3-methylpyrazine-2-carbonyl)hydrazino)-1H-pyrazolo[3,4-d]pyrimidin-1-yl)-2-phenylpropionic acid methyl ester COC(C(C)(C1=CC=CC=C1)N1N=CC=2C1=NC(=NC2NNC(=O)C2=NC=CN=C2C)N)=O